(5-(hydroxymethyl)-8-methylene-5,6,7,8-tetrahydroquinolin-5-yl)methyl 4-methylbenzenesulfonate CC1=CC=C(C=C1)S(=O)(=O)OCC1(C=2C=CC=NC2C(CC1)=C)CO